8-(4-amino-3-chlorophenoxy)pyrido[2,3-b]pyrazin-3(4H)-one NC1=C(C=C(OC2=CC=NC=3NC(C=NC32)=O)C=C1)Cl